ClC1=C2C=C(NC2=CC=C1F)C(=O)N1[C@H](CN(CC1)C(C)=O)C (S)-1-(4-(4-chloro-5-fluoro-1H-indole-2-carbonyl)-3-methylpiperazin-1-yl)ethan-1-one